(2-amino-6-iodoimidazo[1,2-a]pyridin-3-yl)(cyclopropyl)methanone NC=1N=C2N(C=C(C=C2)I)C1C(=O)C1CC1